N=1C=NN2C1C=C(C=C2)OC2=C(C=C(C=C2)NC2=NC=NC1=CC=C(C=C21)N2C(\C(\CC2)=C/CN(C)C)=O)C (Z)-1-(4-(4-([1,2,4]triazolo[1,5-a]pyridin-7-yloxy)-3-methylphenylamino)quinazolin-6-yl)-3-(2-(dimethylamino)ethylidene)pyrrolidin-2-one